C(C1=CN=CC=C1)(=O)O.N1N=NC=C1 (1,2,3-triazole) nicotinate